ClC=1C=C(C=CC1C(=O)N1CCC(CC1)NC(CN(C)C)=O)NC(=O)C=1N(C(=CN1)C1=C(C(=C(C=C1)OC)F)F)C N-[3-chloro-4-[4-[[2-(dimethylamino)acetyl]amino]piperidine-1-carbonyl]phenyl]-5-(2,3-difluoro-4-methoxy-phenyl)-1-methyl-imidazole-2-carboxamide